1-methyl-4-[(3,3,4-trimethyl-1,1-dioxido-2,3-dihydro-1-benzothien-5-yl) carbonyl]-1H-pyrazol-5-ylpropane-1-sulfonate CN1N=CC(=C1OS(=O)(=O)CCC)C(=O)C=1C=CC2=C(C(CS2(=O)=O)(C)C)C1C